3-isobutyl-5-(3-phenyl-pyrazol-4-yl)-imidazo[4,5-b]pyridin-2-ylamine di-methanesulfonate CS(=O)(=O)O.CS(=O)(=O)O.C(C(C)C)N1C(=NC=2C1=NC(=CC2)C=2C(=NNC2)C2=CC=CC=C2)N